N-(4-(8-amino-3-(6-(piperazin-1-yl)pyridin-3-yl)imidazo[1,5-a]pyrazin-1-yl)benzyl)-5-fluoro-2-methoxybenzamide NC=1C=2N(C=CN1)C(=NC2C2=CC=C(CNC(C1=C(C=CC(=C1)F)OC)=O)C=C2)C=2C=NC(=CC2)N2CCNCC2